C(CCCCCCCCCCCCCCC)C(C(=O)O)CCCCCCCCCCCCCC.C(CCCCCCCCCCCCCCC)(=O)OCCCCCCCCCCCCCCCC cetyl palmitate (cetyl palmitate)